FC=1C=C(C=CC1F)N1CC2(C=3C1=NC=C(N3)C(=O)N3C(CN(CC3)C3=NC(=C(C(=O)OC)C(=C3)C)C)(C)C)CC(C2)(C)C methyl 6-(4-(5'-(3,4-difluorophenyl)-3,3-dimethyl-5',6'-dihydrospiro[cyclobutane-1,7'-pyrrolo[2,3-b]pyrazine]-2'-carbonyl)-3,3-dimethylpiperazin-1-yl)-2,4-dimethylnicotinate